1,3,5-tris(1-isocyanatohexyl)isocyanuric acid N(=C=O)C(CCCCC)N1C(=O)N(C(=O)N(C1=O)C(CCCCC)N=C=O)C(CCCCC)N=C=O